cetylpyridine chloride CCCCCCCCCCCCCCCCC1=C(C=CC=N1)Cl